COC1=CC=2C(C3=CC(=CC=C3C2C=C1N1C=NC(=C1)C)C1=CC=C(C=C1)C)=O 2-methoxy-3-(4-methyl-1H-imidazol-1-yl)-7-(p-tolyl)-9H-fluoren-9-one